2-[(1r,5s,6r)-6-(ethoxycarbonyl)-3-azabicyclo[3.1.0]hex-3-yl]-6-azaspiro[3.4]octane-6-carboxylic acid ethyl ester C(C)OC(=O)N1CC2(CC(C2)N2C[C@H]3C([C@H]3C2)C(=O)OCC)CC1